N,N-bis(4-methoxybenzyl)-5-methyl-4-(trifluoromethyl)aniline COC1=CC=C(CN(C2=CC=C(C(=C2)C)C(F)(F)F)CC2=CC=C(C=C2)OC)C=C1